tert-butyl (2s,4r)-2-[2-[6-[[5-(3-fluoro-2-pyridinyl) thiazol-2-yl] amino] imidazo[4,5-c]pyridin-1-yl] ethylcarbamoyl]-4-hydroxy-pyrrolidine-1-carboxylate FC=1C(=NC=CC1)C1=CN=C(S1)NC1=CC2=C(C=N1)N=CN2CCNC(=O)[C@H]2N(C[C@@H](C2)O)C(=O)OC(C)(C)C